NC=1C(=NC(=NC1C1=C2C=NNC2=CC=C1C)C1=C(C=C(C=C1)F)NC=1C=NC=NC1)C(=O)N 5-amino-2-[4-fluoro-2-(pyrimidin-5-ylamino)phenyl]-6-(5-methyl-1H-indazol-4-yl)pyrimidine-4-carboxamide